2-chloro-4-((2-cyclopropylbenzofuran-7-yl)oxy)benzoyl chloride ClC1=C(C(=O)Cl)C=CC(=C1)OC1=CC=CC=2C=C(OC21)C2CC2